N1(CCOCC1)[C@@H]1CC[C@H](CC1)C(=O)OC methyl trans-4-(morpholin-4-yl)cyclohexanecarboxylate